1-ethyl-3-dimethylaminopropane C(C)CCCN(C)C